C1(=CC=CC2=CC=CC=C12)N(C1=CC=C(C2=CC=C(N(C3=CC=CC=C3)C3=CC=CC=C3)C=C2)C=C1)C1=CC=CC2=CC=CC=C12 bis(naphthalen-1-yl)-N,N-diphenylbenzidine